FC(\C=C/C(C(F)(F)F)(C(F)(F)F)F)(F)F (Z)-1,1,1,4,5,5,5-heptafluoro-4-(trifluoromethyl)pent-2-ene